1-(4-carboxybutyl)-4-(10,15,20-tri(pyridin-4-yl)porphyrin-5-yl)pyridin-1-ium chloride salt [Cl-].C(=O)(O)CCCC[N+]1=CC=C(C=C1)C=1C2=CC=C(N2)C(=C2C=CC(C(=C3C=CC(=C(C=4C=CC1N4)C4=CC=NC=C4)N3)C3=CC=NC=C3)=N2)C2=CC=NC=C2